C1=NC=C(C2=CC=CC=C12)C(C)O 1-(4-Isoquinolyl)ethanol